(S)-8-(2-amino-6-((R)-1-(4-chloro-2-(1-methyl-1H-pyrazol-3-yl)phenyl)-2,2,2-trifluoroethoxy)pyrimidin-4-yl)-2,8-diazaspiro[4.5]decane-3-carboxylic acid NC1=NC(=CC(=N1)N1CCC2(C[C@H](NC2)C(=O)O)CC1)O[C@@H](C(F)(F)F)C1=C(C=C(C=C1)Cl)C1=NN(C=C1)C